o-methoxybenzaldehyde COC1=CC=CC=C1C=O